(R)-4-chloro-N-(8,9-difluoro-6-oxo-1,4,5,6-tetrahydro-2H-pyrano[3,4-c]isoquinolin-1-yl)-N-methyl-1H-pyrrolo[3,2-c]pyridine-2-carboxamide ClC1=NC=CC2=C1C=C(N2)C(=O)N(C)[C@H]2COCC=1NC(C=3C=C(C(=CC3C12)F)F)=O